8-(6-bromo-3-chloroquinolin-4-yl)-1,4-dioxa-8-azaspiro[4.5]decane BrC=1C=C2C(=C(C=NC2=CC1)Cl)N1CCC2(OCCO2)CC1